1-(4-(2-((1,4-dimethylpiperazin-2-yl)methoxy)-7-(3-hydroxynaphthalen-1-yl)-5,6,7,8-tetrahydropyrido[3,4-d]pyrimidin-4-yl)piperazin-1-yl)prop-2-en-1-one CN1C(CN(CC1)C)COC=1N=C(C2=C(N1)CN(CC2)C2=CC(=CC1=CC=CC=C21)O)N2CCN(CC2)C(C=C)=O